FCC(OC1=CN=CC(=N1)NC1=NNC(=C1)OC)C=1C=NC=CC1 6-(2-fluoro-1-(pyridin-3-yl)ethoxy)-N-(5-methoxy-1H-pyrazol-3-yl)pyrazin-2-amine